4-ethanesulfonyl-benzylamide C(C)S(=O)(=O)C1=CC=C(C[NH-])C=C1